N-(2-(2,2-dimethylpyrrolidin-1-yl)ethyl)-6-methyl-5-((1-methyl-6-((6-oxo-1,6-dihydropyridin-3-yl)amino)-1H-pyrazolo[3,4-d]pyrimidin-3-yl)amino)nicotinamide CC1(N(CCC1)CCNC(C1=CN=C(C(=C1)NC1=NN(C2=NC(=NC=C21)NC2=CNC(C=C2)=O)C)C)=O)C